N-(4-((3-aminophenyl)amino)-2-((1-methyl-1H-pyrazol-4-yl)amino)pyrimidin-5-yl)benzamide NC=1C=C(C=CC1)NC1=NC(=NC=C1NC(C1=CC=CC=C1)=O)NC=1C=NN(C1)C